2-(Trimethylsilyl)ethyl 2-bromoacetate BrCC(=O)OCC[Si](C)(C)C